5-(3-methylimidazo[1,2-a]pyrimidin-6-yl)-N-(2-oxaspiro[3.3]heptane-6-yl)pyrrolo[2,1-f][1,2,4]triazin-2-amine CC1=CN=C2N1C=C(C=N2)C=2C=CN1N=C(N=CC12)NC1CC2(COC2)C1